bis[4-(4-aminophenoxy)phenyl]methane 2,2,2-Trifluoroethylmethacrylat FC(COC(C(=C)C)=O)(F)F.NC1=CC=C(OC2=CC=C(C=C2)CC2=CC=C(C=C2)OC2=CC=C(C=C2)N)C=C1